perfluorotripropylamine hydrochloride Cl.FC(C(C(F)(F)F)(F)F)(N(C(C(C(F)(F)F)(F)F)(F)F)C(C(C(F)(F)F)(F)F)(F)F)F